ClC1=C(C=CC=C1)N1C(C2=C(C=3C=CC(=NC13)C(F)(F)F)N=CO2)=O 5-(2-chlorophenyl)-7-(trifluoromethyl)oxazolo[5,4-c][1,8]naphthyridin-4(5H)-one